FC1=CC=C(C=C1)CCC 1-(4-fluorophenyl)propane